CC(CC(C=1N=NNN1)NC1=CN=CC2=CC=CC=C12)(C)C [3,3-dimethyl-1-(2H-tetraazol-5-yl)butyl]-4-isoquinolylamine